C1(CC1)CN1N=CC(=C1)[C@@H]1OCCC(C1)C1=NC=2NC(C(NC2C(=N1)C1=C(C=C(C=C1)C(F)(F)F)F)C)C 2-[(2R)-2-[1-(cyclopropylmethyl)pyrazol-4-yl]tetrahydropyran-4-yl]-4-[2-fluoro-4-(trifluoromethyl)phenyl]-6,7-dimethyl-5,6,7,8-tetrahydropteridine